3-(1-ethoxyethenyl)-5-(trifluoromethyl)pyridazine C(C)OC(=C)C=1N=NC=C(C1)C(F)(F)F